bis[2-(2,4-difluorophenyl)pyridine] hexafluorophosphate F[P-](F)(F)(F)(F)F.FC1=C(C=CC(=C1)F)C1=NC=CC=C1.FC1=C(C=CC(=C1)F)C1=NC=CC=C1